C[C@H]1[C@H](CCCC1)C1=CN=C(S1)N1C([C@@H]2N(CCNC2)CC1)=O (R)-8-(5-((1S,2R)-2-Methylcyclohexyl)thiazol-2-yl)-9-oxooctahydro-2H-pyrazino[1,2-a]pyrazin